5,7-dichloro-1-(2,4-dimethoxybenzyl)pyrido[4,3-d]Pyrimidine-2,4(1H,3H)-dione ClC1=NC(=CC=2N(C(NC(C21)=O)=O)CC2=C(C=C(C=C2)OC)OC)Cl